C(C1=CC=CC=C1)C1(C(N(CC1)S(=O)(=O)C)=O)C=1C=C2C=NN(C2=CC1C)C1=CC=C(C=C1)F benzyl-3-(1-(4-fluorophenyl)-6-methyl-1H-indazol-5-yl)-1-(methylsulfonyl)pyrrolidin-2-one